C(=O)(O)[C@H](CC(=O)C1=CC2=C(S1)C(=C(C(=C2F)OCCCOC2=C(C(=C1CN(CC1=C2)C(C[C@@H](C(=O)O)C)=O)Cl)OC)OC)F)C (S)-4-(6-(3-((2-((S)-3-carboxybutanoyl)-4,7-difluoro-6-methoxybenzo[b]thiophen-5-yl)oxy)propoxy)-4-chloro-5-methoxyisoindolin-2-yl)-2-methyl-4-oxobutanoic acid